CC1=NC(=CC=2N1C=C(N2)NC(=O)C=2C=CC(=C1C2N=C(S1)OC)N1C[C@@H](N[C@H](C1)C)C)C N-(5,7-dimethylimidazo[1,2-c]pyrimidin-2-yl)-7-[(3S,5S)-3,5-dimethylpiperazin-1-yl]-2-methoxy-1,3-benzothiazole-4-carboxamide